C(CCCCCC(C)C)(=O)OCCOCCOC(CCCCCC(C)C)=O diethyleneglycol diisononanoate